tert-butyl 4-{1-[4-(2,6-dioxopiperidin-3-yl)pyridin-2-yl]piperidine-4-carbonyl}piperazine-1-carboxylate O=C1NC(CCC1C1=CC(=NC=C1)N1CCC(CC1)C(=O)N1CCN(CC1)C(=O)OC(C)(C)C)=O